4-((5-Ethyl-1-methyl-4-oxo-4,5-dihydro-1H-pyrazolo[4,3-c]pyridin-3-yl)amino)-6-((5-fluoropyridin-2-yl)amino)-N-(methyl-d3)nicotinamide C(C)N1C(C2=C(C=C1)N(N=C2NC2=CC(=NC=C2C(=O)NC([2H])([2H])[2H])NC2=NC=C(C=C2)F)C)=O